BrC=1C=C(C(=O)C2=CC=C(C=C2)C(F)(F)F)C=C(C1)Br 3,5-dibromo-4'-trifluoromethylbenzophenone